NC1=C2C(=NC=N1)N(N=C2C2=CC=C(C=C2)OC2=CC=CC=C2)C2CCN(CC2)C2CCN(CC2)C2CN(C2)C(=O)OC(C)(C)C tert-butyl 3-(4-(4-amino-3-(4-phenoxyphenyl)-1H-pyrazolo[3,4-d]pyrimidin-1-yl)-[1,4'-bipiperidin]-1'-yl)azetidine-1-carboxylate